(S)-5-(2-(4-(5-(3,5-difluorophenyl)-4,5-dihydro-1H-pyrazole-1-carbonyl)piperazin-1-yl)-5-fluoropyrimidin-4-yl)-1H-pyrrole-3-carboxylic acid FC=1C=C(C=C(C1)F)[C@@H]1CC=NN1C(=O)N1CCN(CC1)C1=NC=C(C(=N1)C1=CC(=CN1)C(=O)O)F